C(C)(C)C1N=C(OC1)C1=NC(=CC=C1)C=1OCC(N1)C(C)C 2,6-bis(4-isopropyl-4,5-dihydro-oxazol-2-yl)pyridine